C(CCCCCCC\C=C/C\C=C/C\C=C/CC)(=O)OCC(COC(N(C1CN(C1)C1CCOCC1)C)=O)COC(CCCCCCC\C=C/C\C=C/CCCCC)=O 3-((methyl(1-(tetrahydro-2H-pyran-4-yl)azetidin-3-yl)carbamoyl)oxy)-2-((((9Z,12Z)-octadeca-9,12-dienoyl)oxy)methyl)propyl (9Z,12Z,15Z)-octadeca-9,12,15-trienoate